2-methyl-4-(((2-methyl-5-nitro-3-phenylpyridin-4-yl)amino)methyl)benzenesulfonamide CC1=C(C=CC(=C1)CNC1=C(C(=NC=C1[N+](=O)[O-])C)C1=CC=CC=C1)S(=O)(=O)N